quinazoline-8-nicotinic acid methyl ester COC(C1=CN=CC=C1C=1C=CC=C2C=NC=NC12)=O